1-(3-(aminomethyl)phenyl)-N-(4-(chloro(phenyl)methyl)-2-fluorophenyl)-3-(trifluoromethyl)-1H-pyrazole-5-carboxamide NCC=1C=C(C=CC1)N1N=C(C=C1C(=O)NC1=C(C=C(C=C1)C(C1=CC=CC=C1)Cl)F)C(F)(F)F